2-[4-(4-tert-Butyl-3-methoxybenzoyl)piperazin-1-yl]-3H-quinazolin-4-one C(C)(C)(C)C1=C(C=C(C(=O)N2CCN(CC2)C2=NC3=CC=CC=C3C(N2)=O)C=C1)OC